C(C)(C)(C)OC(=O)N1CC(C(=CC1)C1=CC=C(C=C1)C#N)(F)F.N[C@H]1CN(CC1)[C@H]1C[C@H](CC1)NC(=O)C1CCCCC1 N-[(1s,3R)-3-[(3R)-3-aminopyrrolidin-1-yl]cyclopentyl]cyclohexanecarboxamide tert-butyl-4-(4-cyanophenyl)-3,3-difluoro-3,6-dihydropyridine-1(2H)-carboxylate